ClC=1C=C(C=NC1)C1CCC(N1)=O 5-(5-chloropyridin-3-yl)pyrrolidin-2-one